C(C1=CC=CC=C1)OCC1CC(C(C1)OCCOC1OCCCC1)OCCOC1OCCCC1 2,2'-((((4-((benzyloxy)methyl)cyclopentane-1,2-diyl)bis(oxy))bis(ethane-2,1-diyl))bis(oxy))bis(tetrahydro-2H-pyran)